3-((2S)-3-(8-(1H-benzo[d]imidazol-6-ylsulfonyl)-1-oxa-8-azaspiro[4.5]decan-3-ylamino)-2-hydroxypropoxy)-N-methylbenzenesulfonamide N1C=NC2=C1C=C(C=C2)S(=O)(=O)N2CCC1(CC(CO1)NC[C@@H](COC=1C=C(C=CC1)S(=O)(=O)NC)O)CC2